COC(=O)C1=CC(C(=C1C)C(C)=O)=C(C)O 4-acetyl-3-(1-hydroxyethylidene)-5-methyl-1,4-cyclopentadiene-1-carboxylic acid methyl ester